NCCCCCNC1=C(C(=O)NC=2N=NC(=CC2)N(C)C)C=CC(=C1)Cl ((5-Aminopentyl)amino)-4-chloro-N-(6-(dimethylamino)pyridazin-3-yl)benzamide